ClC1=C(C=2C(=C(C(=C(C2C(=C1)C(=O)O)C(=O)O)C(=O)O)C(=O)O)C(=O)O)C(=O)O 6-chloro-1,2,3,4,5,8-naphthalenehexacarboxylic acid